N-(4-hydroxy-6-(1-methyl-1H-pyrazol-4-yl)pyrazolo[1,5-a]pyridin-3-yl)-1-methyl-1H-imidazole-5-carboxamide OC=1C=2N(C=C(C1)C=1C=NN(C1)C)N=CC2NC(=O)C2=CN=CN2C